C[Pt](C1(C(=C(C=C1)C[Si](OCC)(OCC)OCC)[Si](C)(C)CC=C)[Si](CC=C)(C)C)(C)C Trimethyl-[(triethoxysilyl)methyl-bis(allyldimethylsilyl)cyclopentadienyl]platinum (IV)